[5-(methoxymethoxy)-2-pyridinyl]Methanol COCOC=1C=CC(=NC1)CO